FC(S(=O)(=O)OCC(C1=NC=CC=C1)(F)F)(F)F 2,2-difluoro-2-(pyridin-2-yl)ethyl trifluoromethanesulfonate